1-(6-chloro-4-isopropyl-2,7-naphthyridin-1-yl)-1,6-diazaspiro[3.3]Heptane-6-carboxylic acid tert-butyl ester C(C)(C)(C)OC(=O)N1CC2(CCN2C2=NC=C(C3=CC(=NC=C23)Cl)C(C)C)C1